benzyl piperazine-1-carboxylate hydrochloride Cl.N1(CCNCC1)C(=O)OCC1=CC=CC=C1